(S)-5-(3-(1H-benzo[d]imidazol-5-yl)-2-oxooxazolidin-4-yl)-2-(2,2-difluoropropoxy)benzonitrile N1C=NC2=C1C=CC(=C2)N2C(OC[C@@H]2C=2C=CC(=C(C#N)C2)OCC(C)(F)F)=O